COC1=NC(=NC=C1C1=CC=C(C=C1)N1C(CCC1)=O)NC=1C=NC=C(C1)N(CCC(N1CCNCC1)=O)C 1-(4-{4-methoxy-2-[(5-{methyl[3-oxo-3-(piperazin-1-yl)propyl]amino}pyridin-3-yl)amino]pyrimidin-5-yl}phenyl)pyrrolidin-2-one